FC1=C2CNC(C2=CC(=C1)C[C@@H]1CC[C@H](CC1)C(=O)N1OCC[C@H]1C1=CC=C(C=C1)F)=O trans-4-fluoro-6-[[4-[(3S)-3-(4-fluorophenyl)isoxazolidine-2-carbonyl]cyclohexyl]methyl]isoindolin-1-one